ethyl acrylate monomethacrylate C(C(=C)C)(=O)O.C(C=C)(=O)OCC